bicyclo[2.2.1]hept-5-ene-2,3-dicarboxylic acid C12C(C(C(C=C1)C2)C(=O)O)C(=O)O